C1C=2C(CNS1(=O)=O)=CC=CC2 phthalsultam